[Si](C)(C)(C(C)(C)C)O[C@H](CN1C[C@@H]2[C@](C1)(C[C@H](C2)OC2=CC=CC=C2)O)C2=CC1=C(NC(COC1)=O)C(=C2)F 7-((S)-1-((tert-butyldimethylsilyl)oxy)-2-((3aS,5S,6aR)-3a-hydroxy-5-phenoxyhexahydrocyclopenta[c]pyrrol-2(1H)-yl)ethyl)-9-fluoro-1,5-dihydrobenzo[e][1,4]oxazepin-2(3H)-one